(R)-10-methyl-3-(4-vinylthiazol-2-yl)-9,10,11,12-tetrahydro-8H-[1,4]diazepino[5',6':4,5]thieno[3,2-f]quinolin-8-one C[C@H]1NC(C2=C(C=3C=4C=CC(=NC4C=CC3S2)C=2SC=C(N2)C=C)NC1)=O